C(=C)[Si](N([SiH2]C=C)C)(C)C 1,3-divinyl-trimethyldisilazane